N-(1-(2-fluorophenoxy)-2,4-dimethylpent-4-en-2-yl)-1H-pyrrolo[3,2-b]pyridine-6-carboxamide FC1=C(OCC(CC(=C)C)(C)NC(=O)C=2C=C3C(=NC2)C=CN3)C=CC=C1